2-(4-chlorophenyl)-1-(4-((5R,7R)-7-hydroxy-5-methyl-6,7-dihydro-5H-cyclopenta[d]pyrimidin-4-yl)piperazin-1-yl)-3-(3-hydroxyazetidin-1-yl)propan-1-one ClC1=CC=C(C=C1)C(C(=O)N1CCN(CC1)C=1C2=C(N=CN1)[C@@H](C[C@H]2C)O)CN2CC(C2)O